C(#N)CN(C(OC(C)(C)C)=O)C1CCC1 tert-butyl (cyanomethyl)(cyclobutyl)carbamate